(R)-2-(3,4-dicyanophenyl)-2-((S)-3,3-difluorocyclopentyl)-N-(3-(trifluoromethyl)isoxazol-5-yl)acetamide C(#N)C=1C=C(C=CC1C#N)[C@H](C(=O)NC1=CC(=NO1)C(F)(F)F)[C@@H]1CC(CC1)(F)F